C1(=CC=CC=C1)C1=CC(C2=CC=CC=C12)=[Ru](Cl)Cl 3-phenyl-1H-inden-1-ylideneruthenium dichloride